NC1=NN2C(N=CC=C2)=C1C(=O)NC(C)C=1C=C(C=2N(C1N1CCC(CC1)C#N)C=NC2)Cl 2-Amino-N-{1-[8-chloro-5-(4-cyanopiperidin-1-yl)imidazo[1,5-a]pyridin-6-yl]ethyl}pyrazolo[1,5-a]pyrimidine-3-carboxamide